chromium (III) 2-methyl-1,3-butanedione CC(C=O)C(C)=O.[Cr+3]